[Na+].S(=O)(=O)([O-])O[C@@H]1CC2=CC[C@H]3[C@@H]4CC[C@H]([C@@H](CCCC(C)(C)O)C)[C@]4(CC[C@@H]3[C@]2(CC1)C)C 5-cholesten-3β,25-diol 3-sulfate sodium salt